COC1=C(C2=C(C=CC=C2C=C1)[2H])C=O 2-methoxy-1-naphthaldehyde-8-d1